FC=1C(N(C=C(C1)CCN1CC(C1)F)C(C(=O)O)CC(C)C)=O (3-fluoro-5-(2-(3-fluoroazetidin-1-yl)ethyl)-2-oxopyridin-1(2H)-yl)-4-methylpentanoic acid